CC1=NNC(=C1)C1=NC=2C(=C3C(=NC2)N(C=C3)S(=O)(=O)C3=CC=CC=C3)N1C1CCC(CC1)CC#N 2-((1r,4r)-4-(2-(3-methyl-1H-pyrazol-5-yl)-6-(benzenesulfonyl)imidazo[4,5-d]Pyrrolo[2,3-b]Pyridin-1(6H)-yl)cyclohexyl)acetonitrile